C(C=C)(=O)NC1=CC=CC=C1 Acrylic Acid Anilide